(1R,2S,3R,5R)-3-[4-amino-5-(pyridin-4-yl)pyrrolo[2,3-d]pyrimidin-7-yl]-5-[({3-[(2-phenylethyl)amino]propyl}amino)methyl]cyclopentane-1,2-diol NC=1C2=C(N=CN1)N(C=C2C2=CC=NC=C2)[C@H]2[C@@H]([C@@H]([C@H](C2)CNCCCNCCC2=CC=CC=C2)O)O